1-allyl-2,5-diethyl-2,5-dimethyl-1-aza-2,5-disilacyclopentane C(C=C)N1[Si](CC[Si]1(C)CC)(C)CC